FC(C1=NN(C(=C1)C(F)(F)F)[BH-](N1N=C(C=C1C(F)(F)F)C(F)(F)F)N1N=C(C=C1C(F)(F)F)C(F)(F)F)(F)F.[Li+] lithium tris(3,5-bis(trifluoromethyl)-1H-pyrazol-1-yl)borohydride